Cl.N1C[C@@H](CCC1)NC1=C2C(=NC=C1C(=O)OCCOC)NC=C2 2-methoxyethyl (R)-4-(piperidin-3-ylamino)-1H-pyrrolo[2,3-b]pyridine-5-carboxylate HCl salt